4-(8-amino-3-((6R,8aS)-6-methyl-3-oxooctahydroindolizin-6-yl)imidazo[1,5-a]pyrazin-1-yl)-3-ethoxy-N-(4-(trifluoromethyl)pyridin-2-yl)benzamide NC=1C=2N(C=CN1)C(=NC2C2=C(C=C(C(=O)NC1=NC=CC(=C1)C(F)(F)F)C=C2)OCC)[C@]2(CN1C(CC[C@@H]1CC2)=O)C